C(#N)C(COC)(C)C1=CC=2N(C=C1)C(=CN2)C2=CC(=C(C(=O)NC1CC1)C(=C2)OC)OC(F)F 4-[7-(1-cyano-2-methoxy-1-methyl-ethyl)imidazo[1,2-a]pyridin-3-yl]-N-cyclopropyl-2-(difluoromethoxy)-6-methoxy-benzamide